FC=1C=C(C=CC1OC)C1=CN=C2N1C=CN=C2NC2=CC(=C(C=C2)C(=O)N2CCN(CC2)C=2N(C=CN2)C)C (4-((3-(3-fluoro-4-methoxyphenyl)imidazo[1,2-a]pyrazin-8-yl)amino)-2-methylphenyl)(4-(1-methyl-1H-imidazol-2-yl)piperazin-1-yl)methanone